FC=1C=C(C=C(C1)F)NC1=NC(=NC(=N1)NC(C)C)C1=NC(=CC=C1)C(F)(F)F N2-(3,5-difluorophenyl)-N4-isopropyl-6-(6-(trifluoromethyl)pyridin-2-yl)-1,3,5-triazine-2,4-diamine